[I-].C1(=CC=CC2=CC=CC=C12)CN 1-naphthylmethyl-ammonia iodide